N,5-dimethylisonicotinamide CNC(C1=CC=NC=C1C)=O